2-(3-((2,3-difluorobenzylidene)amino)phenyl)-4-methyl-5-(1-(guanidinoimino)ethyl)-thiazole FC1=C(C=NC=2C=C(C=CC2)C=2SC(=C(N2)C)C(C)=NNC(=N)N)C=CC=C1F